t-pentyl vinyl ether C(=C)OC(C)(C)CC